C(C)(C)(C)OC(=O)N1[C@@H](C[C@H](C1)F)C(N[C@@H](C1=CC=CC=C1)C1=NC(=C(C=C1)C(C)C)F)=O (2S,4r)-4-fluoro-2-(((S)-(6-fluoro-5-isopropylpyridin-2-yl)(phenyl)methyl)carbamoyl)pyrrolidine-1-carboxylic acid tert-butyl ester